BrC1=C(C=C(C=C1C)O)O 4-bromo-5-methylbenzene-1,3-diol